C(C)(C)(C)OC(CN1C(=C(C2=CC=C(C(=C12)Cl)Cl)C=1C=NN(C1)C1OCCCC1)CCCC(=O)OCC)=O ethyl 4-(1-(2-(tert-butoxy)-2-oxoethyl)-6,7-dichloro-3-(1-(tetrahydro-2H-pyran-2-yl)-1H-pyrazol-4-yl)-1H-indol-2-yl)butanoate